FC=1C(NC(N(C1)[C@H]1C[C@@H]2OP(OC[C@H]2O1)(=O)OCC1=C(C(=O)OCCC)C=CC=C1)=O)=O Propyl 2-((((4aR,6R,7aS)-6-(5-fluoro-2,4-dioxo-3,4-dihydropyrimidin-1(2H)-yl)-2-oxidotetrahydro-4H-furo[3,2-d][1,3,2]dioxaphosphinin-2-yl)oxy)methyl)benzoate